2,7-diazaspiro[4.5]decane-1,6-dione C1(NCCC12C(NCCC2)=O)=O